2-(4-(Methylthio)phenyl)oxazole-4-carboxylic acid CSC1=CC=C(C=C1)C=1OC=C(N1)C(=O)O